10-N-butyl-2-methoxyphenothiazine C(CCC)N1C2=CC=CC=C2SC=2C=CC(=CC12)OC